NC1=C(C=C2CN(C(C2=C1)=O)CC1=CC=CC=C1)CO 6-amino-2-benzyl-5-(hydroxymethyl)isoindolin-1-one